NC=1N=NC(=CC1C1=CC=C(C=C1)C=1C=NN(C1)C(C(=O)OCC)C(C)C)C1=C(C=CC=C1)O ethyl 2-(4-(4-(3-amino-6-(2-hydroxyphenyl) pyridazin-4-yl) phenyl)-1H-pyrazol-1-yl)-3-methylbutanoate